CN(C=1C=CC(=NC1)NC(=O)C1CN(C1)C1=C(C=C2C(C(=CN(C2=N1)C=1SC=CN1)C(=O)O)=O)F)C 7-(3-{[5-(Dimethylamino)pyridin-2-yl]carbamoyl}azetidin-1-yl)-6-fluoro-4-oxo-1-(1,3-thiazol-2-yl)-1,4-dihydro-1,8-naphthyridine-3-carboxylic acid